C(C)(C)(C)OC(=O)N1CCN(CC1)C1=NC=C(C=C1Cl)CO 4-[3-chloro-5-(hydroxymethyl)pyridin-2-yl]piperazine-1-carboxylic acid tert-butyl ester